C1(CC1)C=1C=CC=2N(C1)C=C(N2)CN2N=CC(=C2)CO (1-((6-cyclopropylimidazo[1,2-a]pyridin-2-yl)methyl)-1H-pyrazol-4-yl)methanol